tert-butyl-4-[4-[[[4-[(5-bromo-1-methyl-imidazole-2-carbonyl)amino]-2-chloro-benzoyl]amino]methyl]piperidine-1-carbonyl]piperidine C(C)(C)(C)N1CCC(CC1)C(=O)N1CCC(CC1)CNC(C1=C(C=C(C=C1)NC(=O)C=1N(C(=CN1)Br)C)Cl)=O